FC1(CCC(CC1)C1=C(C=C2C(NC(NC2=C1SCC(CO)C1=NC=CC=C1)=O)=O)C(F)(F)F)F 7-(4,4-difluorocyclohexyl)-8-((3-hydroxy-2-(pyridin-2-yl)propyl)thio)-6-(trifluoromethyl)quinazoline-2,4(1H,3H)-dione